C1(CC1)C1=C(C(=CC(=C1)N1CC2=CC=C(C=C2CC1)F)C)C(C(=O)N)C1(CC(C1)(F)F)C (2-cyclopropyl-4-(6-fluoro-3,4-dihydroisoquinolin-2(1H)-yl)-6-methylphenyl)-2-(3,3-difluoro-1-methylcyclobutyl)acetamide